((3,6-dibromo-1-phenyl-1H-indol-2-yl)imino)(methyl)(phenyl)-λ6-sulfanone BrC1=C(N(C2=CC(=CC=C12)Br)C1=CC=CC=C1)N=S(=O)(C1=CC=CC=C1)C